C(CC[C@@H](C(=O)O)NC(=O)C1=CC=C(NCC2=CN=C3N=C(N)NC(=O)C3=N2)C=C1)(=O)O trans-folyl alcohol